CC1=NNC2=CN=CC=C21 3-methyl-1H-pyrazolo[3,4-c]pyridine